C1C(CC12CCC2)NC(=O)NCC2=CC(=CC=C2)OC(F)(F)F 1-Spiro[3.3]hept-2-yl-3-(3-trifluoromethoxy-benzyl)-urea